C(C)NC(=O)NC1=NC2=C(N1)C=CC(=C2)C2=C(C=CC(=C2)CC2=NNC(C1=C(C=CC=C21)F)=O)F 1-Ethyl-3-(5-(2-fluoro-5-((5-fluoro-4-oxo-3,4-dihydrophthalazin-1-yl)methyl)phenyl)-1H-benzimidazol-2-yl)urea